(S)-3-(3-(4-hydroxy-1,5-dimethyl-2-oxo-1,2-dihydropyridin-3-yl)ureido)-3-(3'-(trifluoromethoxy)biphenyl-3-yl)propanoic acid OC1=C(C(N(C=C1C)C)=O)NC(N[C@@H](CC(=O)O)C=1C=C(C=CC1)C1=CC(=CC=C1)OC(F)(F)F)=O